3-amino-4-(4'-((5-chloropyrimidin-2-yl)oxy)-[1,1'-biphenyl]-3-yl)butanoic acid hydrochloride Cl.NC(CC(=O)O)CC=1C=C(C=CC1)C1=CC=C(C=C1)OC1=NC=C(C=N1)Cl